(pyrazin-2-yl)propanehydrazide N1=C(C=NC=C1)C(C(=O)NN)C